CC1=C(C=C(C(=O)NC2=NN3C(C(N(CC3)C)=O)=C2)C=C1)C#CC=1C=NC=CC1 4-methyl-N-{5-methyl-4-oxo-4H,5H,6H,7H-pyrazolo[1,5-a]pyrazin-2-yl}-3-[2-(pyridin-3-yl)ethynyl]benzamide